C12CN(CC(CC1)N2)C2=NC(=NC1=C(C(=C(C=C21)C(F)(F)F)C2=CC=C(C=1SC(=C(C12)C#N)N)F)F)OCC1(CCOCC1)O 4-(4-(3,8-diazabicyclo[3.2.1]octan-3-yl)-8-fluoro-2-((4-hydroxytetrahydro-2H-pyran-4-yl)methoxy)-6-(trifluoromethyl)quinazolin-7-yl)-2-amino-7-fluorobenzo[b]thiophene-3-carbonitrile